(4-chloro-2-methylphenyl)(phenyl)methanone ClC1=CC(=C(C=C1)C(=O)C1=CC=CC=C1)C